(S)-6-bromo-2-(4-(3-(1,3-dioxoisoindolin-2-yl)propyl)-2,2-dimethylpyrrolidin-1-yl)nicotinamide BrC1=NC(=C(C(=O)N)C=C1)N1C(C[C@@H](C1)CCCN1C(C2=CC=CC=C2C1=O)=O)(C)C